OC(CN(CCN(CC(C)O)CC(C)O)CC(C)O)C N,N,N',N'-tetrakis(2-hydroxypropyl)ethylendiamine